4-[(6-{1-[(tert-butoxy)carbonyl]-8-methyl-1H,2H,3H-pyrido[2,3-b][1,4]oxazin-7-yl}-5,6,7,8-tetrahydro-2,6-naphthyridin-3-yl)amino]benzoic acid C(C)(C)(C)OC(=O)N1C2=C(OCC1)N=CC(=C2C)N2CC=1C=C(N=CC1CC2)NC2=CC=C(C(=O)O)C=C2